Stearylphosphate C(CCCCCCCCCCCCCCCCC)OP(=O)([O-])[O-]